2-(2-{[1-(4-fluorophenyl)-4-methyl-1H-1,2,3-triazol-5-yl]methoxy}-5H,6H,7H-pyrrolo[3,4-b]pyridine-6-carbonyl)pyridine FC1=CC=C(C=C1)N1N=NC(=C1COC1=CC=C2C(=N1)CN(C2)C(=O)C2=NC=CC=C2)C